2-fluoro-4-methyl-3-((8-((1-methyl-1H-pyrazol-4-yl)amino)imidazo[1,2-a]pyridin-3-yl)ethynyl)-N-(3-(pyridin-4-yloxy)-5-(trifluoromethyl)phenyl)benzamide FC1=C(C(=O)NC2=CC(=CC(=C2)C(F)(F)F)OC2=CC=NC=C2)C=CC(=C1C#CC1=CN=C2N1C=CC=C2NC=2C=NN(C2)C)C